CC1=C(C(N=C(N1)C(F)(F)F)=O)C(=O)OCC ethyl 6-methyl-4-oxo-2-(trifluoromethyl)-1H-pyrimidine-5-carboxylate